FC=1C=C(C=CC1)N1C(=NC(=C1)C1=CC=CC=C1)NCC1=CC(=CC=C1)OC (3-fluorophenyl)-N-(3-methoxybenzyl)-4-phenyl-1H-imidazol-2-amine